C(C)OC1=C(C=C(C(=N1)N1CCN(CC1)C)C(C(=O)N)=C)NC1=NC=CC(=N1)C1=CN(C2=CC=CC=C12)C 6-ethoxy-5-((4-(1-methyl-1H-indol-3-yl)pyrimidin-2-yl)amino)-2-(4-methylpiperazine-1-yl)pyridin-3-yl-acrylamide